2-(3-methyl-1H-pyrazol-1-yl)ethan-1-one CC1=NN(C=C1)CC=O